(5R)-6,7-dihydro-5H-cyclopenta[b]pyridin-5-amine N1=C2C(=CC=C1)[C@@H](CC2)N